C1(CC1)NC=1C2=C(N=C(N1)CO)N(C(C21CCCC1)=O)C1=CC(=C(C=C1)F)F 4'-(cyclopropylamino)-7'-(3,4-difluorophenyl)-2'-(hydroxymethyl)spiro[cyclopentane-1,5'-pyrrolo[2,3-d]pyrimidin]-6'(7'H)-one